(4-((4-(3,4-dimethoxyphenethyl)piperazin-1-yl)methyl)phenyl)-N-hydroxybenzoamide COC=1C=C(CCN2CCN(CC2)CC2=CC=C(C=C2)C2=C(C(=O)NO)C=CC=C2)C=CC1OC